ClC(C=1C(=C(C(=S)O)C=CC1C)C)=NO 3-(chlorohydroxyiminomethyl)-2-methyl-4-methylthiobenzoic acid